5-(1,1-dioxothian-4-yl)-1H-indazole-7-carboxamide O=S1(CCC(CC1)C=1C=C2C=NNC2=C(C1)C(=O)N)=O